C1(CC1)C[C@@H](C(=O)OC(C)C)NC(C[C@H]1N(C(CC1)=O)CC1=C(C(=CC(=C1)F)F)F)=O Isopropyl (S)-3-cyclopropyl-2-(2-((S)-5-oxo-1-(2,3,5-trifluorobenzyl)-pyrrolidin-2-yl)acetamido)propanoate